2'-Chloro-4'-(((4-oxocyclohexyl)methyl)sulfonyl)-[1,1'-biphenyl]-4-carbonitrile ClC1=C(C=CC(=C1)S(=O)(=O)CC1CCC(CC1)=O)C1=CC=C(C=C1)C#N